ClC=1C=C2C=C(NC2=CC1)C(=O)N[C@@H](CC(C)C)C(NN(C([C@@H](F)Cl)=O)CCC(=O)N)=O |r| 5-Chloro-N-[rac-(1S)-1-[[(3-amino-3-oxo-propyl)-[rac-(2S)-2-chloro-2-fluoro-acetyl]amino]carbamoyl]-3-methyl-butyl]-1H-indole-2-carboxamide